ClC1=CC(=CC(=N1)N1CCN(CC1)S(=O)(=O)C1=CC=C(C=C1)NC(=O)N1CC=2N(N=CC2C1)C)C(F)(F)F N-[4-[4-[6-chloro-4-(trifluoromethyl)-2-pyridyl]piperazin-1-yl]sulfonylphenyl]-1-methyl-4,6-dihydropyrrolo[3,4-c]pyrazole-5-carboxamide